S1C=NC2=C1C=C(C=C2)C=2C=C(C(=O)O)C=CC2 3-(benzo[d]thiazol-6-yl)benzoic acid